C(#N)CNC(=O)C1=C(SC(=C1C)C(NC1=C(C=C(C=C1)C)C)=O)NC(OC(C)(C)C)=O tert-butyl {3-[(cyanomethyl)carbamoyl]-5-[(2,4-dimethylphenyl)-carbamoyl]-4-methylthiophen-2-yl}carbamate